acetyl-cyanophenethyl alcohol C(C)(=O)C(CC1=CC=CC=C1)(C#N)O